6-chloro-3-oxo-1H-pyrrolo[3,4-c]pyridin ClC1=CC2=C(C=N1)C(NC2)=O